3-{1-[1-(4-Methoxyphenyl)piperidin-4-yl]-4-methyl-1H-imidazo[4,5-c]pyridin-2-yl}pyrazin-2-amin COC1=CC=C(C=C1)N1CCC(CC1)N1C(=NC=2C(=NC=CC21)C)C=2C(=NC=CN2)N